N-(3,4-dichlorophenyl)-9-fluoro-6,7,8,9-tetrahydro-5H-5,8-epiminocyclohepta[d]-pyrimidine-10-carboxamide ClC=1C=C(C=CC1Cl)NC(=O)N1C2CCC1C(C=1N=CN=CC12)F